C1(CCCC1)C1(COCC2=C1NC(C1=C2C=C(S1)C=1C=NNC1)=O)O 4-cyclopentyl-4-hydroxy-8-(1H-pyrazol-4-yl)-1,3,4,5-tetrahydro-6H-pyrano[4,3-b]thieno[3,2-d]pyridin-6-one